Tert-Butyl 7-chloro-10-((3,4-difluorophenyl)carbamoyl)-3,4-dihydrobenzo[b][1,6]naphthyridine-2(1H)-carboxylate ClC=1C=CC=2C(=NC=3CCN(CC3C2C(NC2=CC(=C(C=C2)F)F)=O)C(=O)OC(C)(C)C)C1